C(C)(=O)C#N acetic acid, cyanide